N1(CCCC1)C(=O)O[C@H]1C[C@H](CC1)C1=CC(=NN1)NC(COC1=C(C(=CC(=C1)OC)O)C=O)=O (1R,3S)-3-(3-(2-(2-formyl-3-hydroxy-5-methoxyphenoxy)acetamido)-1H-pyrazol-5-yl)cyclopentyl pyrrolidine-1-carboxylate